CN(C(CN(C(C)=O)C1=CC=C(C=C1)[N+](=O)[O-])=O)C N,N-dimethyl-2-(N-(4-nitrophenyl)acetamido)acetamide